C1N(CCC2=CC=CC=C12)CC(CNC1=NN(C2=C1N=CN=C2NC2COC2)COCC[Si](C)(C)C)O 1-(3,4-dihydroisoquinolin-2(1H)-yl)-3-((7-(oxetan-3-ylamino)-1-((2-(trimethylsilyl)ethoxy)methyl)-1H-pyrazolo[4,3-d]Pyrimidin-3-yl)amino)propan-2-ol